(1S,2R)-2-(ethoxycarbonyl)cyclopropane-1-carboxylic acid C(C)OC(=O)[C@H]1[C@H](C1)C(=O)O